2-(2-(Dimethylamino)ethylthio)-N-(3-(3-(9H-purin-6-yl)pyridin-2-ylamino)-4-methylphenyl)-5-(4-fluorophenyl)-1H-imidazole-4-carboxamide CN(CCSC=1NC(=C(N1)C(=O)NC1=CC(=C(C=C1)C)NC1=NC=CC=C1C1=C2N=CNC2=NC=N1)C1=CC=C(C=C1)F)C